4-benzyl-6-chloro-3-[3-(4-methoxyphenyl)-2-propanoyl-3,4-dihydropyrazol-5-yl]-1H-quinolin-2-one C(C1=CC=CC=C1)C1=C(C(NC2=CC=C(C=C12)Cl)=O)C=1CC(N(N1)C(CC)=O)C1=CC=C(C=C1)OC